N-(5-(oxetan-3-yl)-1H-pyrazol-3-yl)-6-(((2R)-2-((tetrahydro-2H-pyran-2-yl)oxy)pentan-3-yl)oxy)pyrazin-2-amine O1CC(C1)C1=CC(=NN1)NC1=NC(=CN=C1)OC([C@@H](C)OC1OCCCC1)CC